N1C=CC2=CC=C(C=C12)C1=C(C(=O)O)C=CC=C1C#CC1=CC=C(C=C1)C(=O)C1CCOCC1 2-(1H-Indol-6-yl)-3-{2-[4-(oxane-4-carbonyl)phenyl]ethynyl}benzoic Acid